C(=O)(O)CCCC1=CC=C(C=C1)CCCC(=O)O 4-[4-(3-carboxypropyl)-phenyl]-butyric acid